C(C)(C)(C)C=1C=CC2=C(C(=CO2)N(C=2C=C(C=C(C2)Cl)C2=CC=CC=C2)C2=C(C=C(C=C2)C(C)(C)C)C2=CC=CC=C2)C1 5-(tert-butyl)-N-(5-(tert-butyl)-[1,1'-biphenyl]-2-yl)-N-(5-chloro-[1,1'-biphenyl]-3-yl)benzofuran-3-amine